C(=C)C1=CC=C(C(=O)OCCOC(C2=CC=C(C=C2)C=C)=O)C=C1 ethane-1,2-diyl bis(4-vinylbenzoate)